NC1=CC(=NC(=N1)NC=1C=NC(=C(C1)OC)OC1CC(C1)N(C)C)NC=1C=NC2=CC(=C(C=C2C1)F)F 6-amino-4-(6,7-difluoro-3-quinolylamino)-2-{5-methoxy-6-[(1s,3s)-3-(dimethylamino)cyclobutoxy]-3-pyridylamino}pyrimidine